2,3,5,6-tetrathia-1,7-heptanedithiol C(SSCSSCS)S